(R)-1-(3,3-Difluoropiperidin-4-yl)-imidazo[4,5-c]quinolin-2-One FC1(CNCC[C@H]1N1C(NC=2C=NC=3C=CC=CC3C21)=O)F